C(C1=CC=CC=C1)N1CCCN(CCCN(CCC1)CC=1C(=C(C=C(C1)C)CN[C@@H](CO)O)O)CC=1C(=C(C=C(C1)C)CNC(CO)O)O r-{(9-benzyl-1,5,9-triazacyclododecane-1,5-diyl)bis[methylene(2-hydroxy-5-methyl-3,1-phenylene)methyleneazanediyl]}di(ethane-1,2-diol)